NC=1C2=C(N=CN1)N(C(=C2C=2C=NN(C2)C2CCNCC2)C2CN(CC2)C(C=C)=O)C 1-(3-{4-amino-7-methyl-5-[1-(piperidin-4-yl)-1H-pyrazol-4-yl]-7H-pyrrolo[2,3-d]pyrimidin-6-yl}pyrrolidin-1-yl)prop-2-en-1-one